(2r,3s)-N-[1-(2-fluoroethyl)-4-piperidinyl]-N-methyl-2-[(2s,4r)-2-[(1-methylindol-5-yl)methylcarbamoyl]-4-(p-tolylmethyl)pyrrolidine-1-carbonyl]piperidine-3-carboxamide FCCN1CCC(CC1)N(C(=O)[C@@H]1[C@@H](NCCC1)C(=O)N1[C@@H](C[C@H](C1)CC1=CC=C(C=C1)C)C(NCC=1C=C2C=CN(C2=CC1)C)=O)C